2,2-di(fluorooxy)hexafluoropropane FOC(C(F)(F)F)(C(F)(F)F)OF